N1(CCNCC1)C1=CC=C(C=N1)NC1=NN2C(C=N1)=CC=C2C=2C=C(C=CC2)NS(=O)(=O)C N-(3-(2-((6-(piperazin-1-yl)pyridin-3-yl)amino)pyrrolo[2,1-f][1,2,4]triazin-7-yl)phenyl)methanesulfonamide